ClC=1C(=NC(=NC1)NC=1C=C(C=NC1)N1C(CCC1)=O)C1=CC(=CC=C1)Cl 1-(5-((5-chloro-4-(3-chlorophenyl)pyrimidin-2-yl)amino)pyridin-3-yl)pyrrolidin-2-one